tert-butyl (S)-2-((tert-butoxycarbonyl)amino)-3-(2-carbamoylimidazo[1,2-b]pyridazin-6-yl)propanoate C(C)(C)(C)OC(=O)N[C@H](C(=O)OC(C)(C)C)CC=1C=CC=2N(N1)C=C(N2)C(N)=O